N-(1'-(2-(2-hydroxy-2-methylpropoxy)-6-methylpyrimidin-4-yl)-1',2'-dihydrospiro[cyclopropane-1,3'-pyrrolo[3,2-c]pyridin]-6'-yl)acetamide OC(COC1=NC(=CC(=N1)N1CC2(C=3C=NC(=CC31)NC(C)=O)CC2)C)(C)C